FC1=C(C=C(C(=C1)OC)OCC1=C(C=CC2=C1N=CS2)F)N2C(NC=1C(C2=O)=C(SC1)C(=O)O)=O 3-(2-fluoro-5-((5-fluorobenzo[d]thiazol-4-yl)methoxy)-4-methoxyphenyl)-2,4-dioxo-1,2,3,4-tetrahydrothieno[3,4-d]pyrimidine-5-carboxylic acid